ethyl (6'S,7a'R)-2''-bromo-2''-fluoro-3'-oxodihydro-5'H-dispiro[cyclopropane-1,1'-pyrrolizine-6',1''-cyclopropane]-7a'(7'H)-carboxylate BrC1([C@@]2(C1)CN1C(CC3([C@]1(C2)C(=O)OCC)CC3)=O)F